N-(((1,3-dibromopropan-2-yl)oxy)carbonyl)-lysine BrCC(CBr)OC(=O)N[C@@H](CCCCN)C(=O)O